6'H-spiro[cyclopropane-1,5'-pyrrolo[1,2-b]pyrazol]-2'-amine N1N2C(C=C1N)=CC1(C2)CC1